methyl 3-chloro-5-(1-(1-oxo-1,2-dihydroisoquinolin-5-yl)-5-(trifluoromethyl)-1H-pyrazole-4-carboxamido)picolinate ClC=1C(=NC=C(C1)NC(=O)C=1C=NN(C1C(F)(F)F)C1=C2C=CNC(C2=CC=C1)=O)C(=O)OC